ClC1=CC=C2C(=NC(N(C2=C1)C1=CC=CC=C1)=O)O 7-chloro-4-hydroxy-1-phenylquinazolin-2(1H)-one